bis-(1-trimethylsilylallyl)nickel (II) C[Si](C(C=C)[Ni]C(C=C)[Si](C)(C)C)(C)C